BrC=1N=C2N(COC3=C2N=CC=C3)C1C1=CC=CC=C1 2-Bromo-3-phenyl-5H-imidazo[1,2-c]pyrido[2,3-e][1,3]oxazine